11-ethyl-3-(piperazine-1-carbonyl)pyrano[2,3-b]phenothiazine-2(11H)-one C(C)N1C2=CC=CC=C2SC=2C=C3C(=CC12)OC(C(=C3)C(=O)N3CCNCC3)=O